trans-N-(4-(2-Cyclopropyloxazol-4-yl)pyridin-2-yl)-4-((2-hydroxyacetamido)methyl)-N-((trans-4-(5-methoxy-6-methylpyridin-2-yl)cyclohexyl)methyl)cyclohexanecarboxamide C1(CC1)C=1OC=C(N1)C1=CC(=NC=C1)N(C(=O)[C@@H]1CC[C@H](CC1)CNC(CO)=O)C[C@@H]1CC[C@H](CC1)C1=NC(=C(C=C1)OC)C